3-((6-amino-2-fluoro-9H-purine-9-yl)methyl)-N-(3-hydroxypropyl)benzenesulfonamide NC1=C2N=CN(C2=NC(=N1)F)CC=1C=C(C=CC1)S(=O)(=O)NCCCO